2-(7-(4-chlorophenyl)-9-methoxy-2-methyl-3-oxo-3,5-dihydro-2H-benzo[c]pyrido[3,4-e]azepin-5-yl)-N-ethylacetamide ClC1=CC=C(C=C1)C1=NC(C=2C(C3=C1C=C(C=C3)OC)=CN(C(C2)=O)C)CC(=O)NCC